1-(4-bromo-2,3,5,6-tetradeuterio-phenyl)pyridin-2-one BrC1=C(C(=C(C(=C1[2H])[2H])N1C(C=CC=C1)=O)[2H])[2H]